2-((2R,3S,4S,5R)-3-(3-chloro-2-methoxyphenyl)-4,5-dimethyl-5-(trifluoromethyl)tetrahydrofuran-2-yl)-4-((4-methoxybenzyl)oxy)-1,6-naphthyridine-5-carboxamide ClC=1C(=C(C=CC1)[C@H]1[C@@H](O[C@]([C@H]1C)(C(F)(F)F)C)C1=NC=2C=CN=C(C2C(=C1)OCC1=CC=C(C=C1)OC)C(=O)N)OC